dimethyl (R)-hydroxysuccinate O[C@@H](C(=O)OC)CC(=O)OC